[F-].CC1=C[NH2+]C=C1 3-methylpyrrolium fluoride